C1=CC=C2C(=C1)C=CC=C2S(=O)(=O)N NAPHTHALENESULFONAMIDE